N1N=C(C2=CC=CC=C12)C(=O)N 1H-indazol-3-carboxamide